C(#N)C1=C(C=NN1CC)NS(=O)(=O)C1=CN(C2=CC(=CC=C12)C(F)(F)F)S(=O)(=O)C1=CC=CC=C1 N-(5-cyano-1-ethyl-1H-pyrazol-4-yl)-1-(phenylsulfonyl)-6-(trifluoromethyl)-1H-indole-3-sulfonamide